CC1(OC=2C=C(C=C(C2C2=C1CCC(C2)C)O)CCCCC)C 6,6,9-trimethyl-3-pentyl-7,8,9,10-tetrahydro-6H-benzo[c]chromen-1-ol